ClC1=CC=C(C=C1)CN1C([C@H](C[SH2](C2=C1C=C(C(=C2)F)C2=NOC(=N2)N2CCOC1CC21)=O)NC(OC(C)(C)C)=O)=O tert-butyl N-[(3R)-5-[(4-chlorophenyl)methyl]-8-fluoro-7-[5-(2-oxa-5-azabicyclo[4.1.0]heptan-5-yl)-1,2,4-oxadiazol-3-yl]-1,4-dioxo-2,3-dihydro-1λ6,5-benzothiazepin-3-yl]carbamate